ClC1([C@H]([C@@H]1C1=CC(=CC(=C1)Cl)Cl)C(=O)NC=1C=CC(=C(C(=O)NC2=CC=C(C=C2)F)C1)C(F)(F)F)Cl trans-5-(2,2-Dichloro-3-(3,5-dichlorophenyl)cyclopropane-1-carboxamido)-N-(4-fluorophenyl)-2-(trifluoromethyl)benzamide